(2R,4R)-1-(2-(3-chloro-2-fluoro-phenyl)propan-2-yl)-4-((3-fluoro-6-((5-methyl-1H-pyrazol-3-yl)-amino)pyridin-2-yl)methyl)-2-methylpiperidine-4-carboxylic acid ClC=1C(=C(C=CC1)C(C)(C)N1[C@@H](C[C@@](CC1)(C(=O)O)CC1=NC(=CC=C1F)NC1=NNC(=C1)C)C)F